tert-butyl 7-bromo-1-(3-(tert-butoxy) azetidine-1-carboxamido)-4,5-dihydro-1H-benzo[d]azepin-3(2H)-carboxylate BrC1=CC2=C(C(CN(CC2)C(=O)OC(C)(C)C)NC(=O)N2CC(C2)OC(C)(C)C)C=C1